C12COCC(CN(C1)C=1SC3=C(N1)C=CC(=C3C(=O)NC=3C=NC=C(C3C(NC3=CC(=C(C=C3)F)C(F)(F)F)=O)F)OC)C2 2-(3-Oxa-7-azabicyclo[3.3.1]nonan-7-yl)-N-(5-fluoro-4-((4-fluoro-3-(trifluoromethyl)phenyl)carbamoyl)pyridin-3-yl)-6-methoxybenzo[d]thiazole-7-carboxamide